7-deaza-8-azaadenosine [C@@H]1([C@H](O)[C@H](O)[C@@H](CO)O1)N1N=CC=2C(N)=NC=NC12